1-(5-(2-(3,4-dimethoxyphenyl)-3-isopropyl-1H-indole-5-carbonyl)hexahydropyrrolo[3,4-c]pyrrol-2(1H)-yl)-2-(dimethylamino)ethan-1-one N,N-diethyltryptamine-4-succinate C(C)N(CCC1=CNC2=CC=CC(=C12)C(CC(=O)O)C(=O)O)CC.COC=1C=C(C=CC1OC)C=1NC2=CC=C(C=C2C1C(C)C)C(=O)N1CC2C(C1)CN(C2)C(CN(C)C)=O